(S)-N-((1H-pyrrolo[3,2-c]pyridin-2-yl)methyl)-3-((3,5-dimethylbenzyl)amino)-4-oxo-4,6,7,8-tetrahydropyrrolo[1,2-a]pyrimidine-6-carboxamide N1C(=CC=2C=NC=CC21)CNC(=O)[C@@H]2CCC=1N2C(C(=CN1)NCC1=CC(=CC(=C1)C)C)=O